BrC=1C=C(C=C2C(NC(=NC12)Cl)=O)S(=O)(=O)NC1(CC1)C 8-bromo-2-chloro-N-(1-methylcyclopropyl)-4-oxo-3H-quinazoline-6-sulfonamide